BrC1=C(C=C(C2=CC(=CC=C12)Br)OC)C(=O)O 1,6-dibromo-4-methoxy-2-naphthoic acid